C(C)(=O)NC1=CC=C(C=C1)C[C@@H](C(=O)O)OC N-acetyl-(S)-(-)-3-(4-aminophenyl)-2-methoxypropionic acid